C12CC(CC(CC1)N2)N2C[C@H]1N(C=3C(=NN=C(C3)C3=C(C=CC=C3)O)NC1)CC2 2-((6aS)-8-(8-azabicyclo[3.2.1]octan-3-yl)-6,6a,7,8,9,10-hexahydro-5H-pyrazino[1',2':4,5]pyrazino[2,3-c]pyridazin-2-yl)phenol